1,3,5-Tris(4-hydroxyphenyl)benzene OC1=CC=C(C=C1)C1=CC(=CC(=C1)C1=CC=C(C=C1)O)C1=CC=C(C=C1)O